C1(=CC(=CC=C1)C(=O)N1C(C1)C)C(=O)N1C(C1)C 1,1'-(1,3-phenylenedicarbonyl)-bis(2-methylaziridine)